2-chloro-4-[(furan-2-ylmethyl)amino]-7-methoxyquinazolin-6-ol ClC1=NC2=CC(=C(C=C2C(=N1)NCC=1OC=CC1)O)OC